N(N)C=1C(NC2=CC=CC=C2N1)=O hydrazinoquinoxalin-2-one